2-[1-(2-amino-2-oxo-ethyl)-4-[[[4-[[3-[2,3-difluoro-4-(3-methyl-1H-pyrazol-4-yl)phenyl]imidazo[1,2-a]pyrazin-8-yl]amino]-2-ethyl-benzoyl]amino]methyl]piperidin-1-ium-1-yl]acetic acid NC(C[N+]1(CCC(CC1)CNC(C1=C(C=C(C=C1)NC=1C=2N(C=CN1)C(=CN2)C2=C(C(=C(C=C2)C=2C(=NNC2)C)F)F)CC)=O)CC(=O)O)=O